C1(=CC=CC=C1)N(C1=CC=CC2=C1OC1=C2C=CC=C1)C1=CC=C(C=C1)C1=CC2=C3C(C=CC=C3C3(C4=CC=CC=C4C=4C=CC=CC34)C=3C=CC=CC23)=C1 N-phenyl-N-(4-(spiro[benzo[de]anthracene-7,9-fluorene]-2-yl)phenyl)dibenzo[b,d]furan-4-amine